2-(4,4-difluoroazepan-1-yl)-N-(3-methylsulfinylphenyl)-7-(trifluoromethyl)quinoline-3-carboxamide FC1(CCN(CCC1)C1=NC2=CC(=CC=C2C=C1C(=O)NC1=CC(=CC=C1)S(=O)C)C(F)(F)F)F